1-(9-(4-amino-5-(3-fluorophenyl)-7-methyl-7H-pyrrolo[2,3-d]pyrimidin-6-yl)-3-azaspiro[5.5]undec-8-en-3-yl)prop-2-en-1-one NC=1C2=C(N=CN1)N(C(=C2C2=CC(=CC=C2)F)C2=CCC1(CCN(CC1)C(C=C)=O)CC2)C